C(#N)C1=NC=NC(=C1)C 4-cyano-6-methylpyrimidin